CC1=C(C=CC=C1C)N1CCN(CC1)C(CN1N=C(C2=C1CCC2)C(=O)N2[C@@H](CN(CC2)C(CO)=O)C)=O (R)-1-(4-(2,3-dimethylphenyl)piperazin-1-yl)-2-(3-(4-(2-hydroxyacetyl)-2-methylpiperazine-1-carbonyl)-5,6-dihydrocyclopenta[c]pyrazol-1(4H)-yl)ethanone